FC1=C(C=CC(=C1F)OC)C1=CN=C2N1C=CN=C2NC2=CC(=C(C=C2)S(=O)(=O)NCCOCCN(C)C)C 4-[[3-(2,3-difluoro-4-methoxy-phenyl)imidazo[1,2-a]pyrazin-8-yl]amino]-N-[2-[2-(dimethylamino)ethoxy]ethyl]-2-methyl-benzenesulfonamide